O[C@H]1C[C@H](N(CC1)[C@H](C)C1=CC=CC=C1)C(=O)OC Methyl (2S,4R)-4-hydroxy-1-((R)-1-phenylethyl)piperidine-2-carboxylate